3-(2,2-diphenyl-2-(pivaloyloxy)acetoxy)spiro[bicyclo[3.2.1]octane-8,1'-pyrrolidin]-8-ium chloride [Cl-].C1(=CC=CC=C1)C(C(=O)OC1CC2CCC(C1)[N+]21CCCC1)(OC(C(C)(C)C)=O)C1=CC=CC=C1